COC1=CC=C(C=C1)C1(C=C2C(OC1)C1=CC(=C(C=C1C(=C2C(=O)OC)C2=CC=CC=C2)OC)OC)C2=CC=C(C=C2)OC 3,3-di(4-methoxyphenyl)-5-methoxycarbonyl-6-phenyl-8,9-dimethoxy-2H-naphtho[1,2-b]pyran